O=C1OC2(C3=C(C=C(C=C3)N3CCCCC3)[Si]3(CCCCC3)C3=C2C=CC(=C3)N3CCCCC3)C3=CC(=CC=C13)C(=O)O (l)-3-oxo-3',7'-di(piperidin-1-yl)-3H-dispiro[isobenzofuran-1,10'-dibenzo[b,e]siline-5',1''-silinane]-6-carboxylic acid